C(C1=CC=CC=C1)(=O)OCC=1C2=CC=CC=C2C(=C2C=CC=CC12)COC(C1=CC=CC=C1)=O 9,10-dibenzoyloxymethylanthracene